1-(2-((3-methoxybenzyl)oxy)-2-phenylethyl)-1H-imidazole COC=1C=C(COC(CN2C=NC=C2)C2=CC=CC=C2)C=CC1